P(OC(C1=CC=C(C=C1)C=C)(C(C)C)C(C)C)([O-])=O Diisopropyl-p-Vinylbenzyl Phosphonate